(Z)-N-(5-(7-(2-ethoxyvinyl)benzo[d]oxazol-2-yl)-8-(methylamino)-2,7-naphthyridin-3-yl)cyclopropanecarboxamide C(C)O\C=C/C1=CC=CC=2N=C(OC21)C2=C1C=C(N=CC1=C(N=C2)NC)NC(=O)C2CC2